1-[4-(difluoromethyl)-1-(2-trimethylsilylethoxymethyl)indol-6-yl]ethanone FC(C1=C2C=CN(C2=CC(=C1)C(C)=O)COCC[Si](C)(C)C)F